2-amino-7-((R)-2-((S)-6,8-dichloro-1-methyl-1,2,3,4-tetrahydroisoquinoline-2-carbonyl)morpholino)oxazolo[4,5-c]pyridin-4(5H)-one NC=1OC2=C(C(NC=C2N2C[C@@H](OCC2)C(=O)N2[C@H](C3=C(C=C(C=C3CC2)Cl)Cl)C)=O)N1